ClC1=NC(=C(C(=N1)N([C@H](C(=O)OC)C(C)(C)O)C)[N+](=O)[O-])C Methyl (S)-2-((2-chloro-6-methyl-5-nitropyrimidin-4-yl)(methyl)amino)-3-hydroxy-3-methylbutanoate